1-(tert-butyl)-4-formyl-1H-pyrazole-3-carboxylic acid methyl ester COC(=O)C1=NN(C=C1C=O)C(C)(C)C